ClC1=CC=CC=2N1N=C(C2)[C@@H]2N(CCC1=C2N=CN1)C(=O)C1=C(N=CO1)C1CC1 (R)-(4-(7-chloropyrazolo[1,5-a]pyridin-2-yl)-1,4,6,7-tetrahydro-5H-imidazo[4,5-c]pyridin-5-yl)(4-cyclopropyloxazol-5-yl)methanone